4-chloro-N-((1s,4s)-4-((7-morpholino-1,6-naphthyridin-5-yl)oxy)cyclohexyl)thiazole-5-carboxamide ClC=1N=CSC1C(=O)NC1CCC(CC1)OC1=C2C=CC=NC2=CC(=N1)N1CCOCC1